FC(CC1=CNC2=NC=C(N=C21)C2=CN=C(S2)C(=O)N2C(CCC2)C2=NC(=NC=C2)NS(=O)(=O)C2CC2)F N-[4-(1-{5-[7-(2,2-difluoroethyl)-5H-pyrrolo[2,3-b]pyrazin-2-yl]-1,3-thiazole-2-carbonyl}pyrrolidin-2-yl)pyrimidin-2-yl]cyclopropanesulfonamide